FC([C@@H]1C[C@H](C1)C=1NC=C(N1)CC1=CC=NC=C1)(F)F (trans)-4-((2-(3-(Trifluoromethyl)cyclobutyl)-1H-imidazol-4-yl)methyl)pyridine